C(#N)C=1C=CC(=C(C1)C1=CC(=NC=C1C(=O)NC=1SC2=NC(=CC=C2N1)C1=CC=C(C=C1)NS(=O)(=O)C)C)OC 4-(5-cyano-2-methoxyphenyl)-6-methyl-N-(5-(4-(methylsulfonamido)phenyl)thiazolo[5,4-b]pyridin-2-yl)nicotinamide